(4-(3-hydroxyoxetan-3-yl)phenyl)(4-(2-(4-(trifluoromethyl)phenoxy)ethyl)piperazin-1-yl)methanone OC1(COC1)C1=CC=C(C=C1)C(=O)N1CCN(CC1)CCOC1=CC=C(C=C1)C(F)(F)F